NC=1C(NC=2C3=C(C(=CC2C1C1=C2C=NNC2=C(C=C1)F)Br)SC=N3)=O 7-Amino-4-bromo-6-(7-fluoro-1H-indazol-4-yl)-9H-[1,3]thiazolo[5,4-h]quinolin-8-one